2-[(Oxocyclohexan-4-yl)methyl]-8-(trifluoromethyl)-4,5-dihydro-2H-furo[2,3-g]indazole-7-carboxylic acid O=C1CCC(CC1)CN1N=C2C3=C(CCC2=C1)OC(=C3C(F)(F)F)C(=O)O